(S)-1-allyl-5-fluoro-3-oxoisoindoline-1-carboxylic acid methyl ester COC(=O)[C@]1(NC(C2=CC(=CC=C12)F)=O)CC=C